1-tridecanoyl-sn-glycero-3-phospho-(1'-sn-glycerol) CCCCCCCCCCCCC(=O)OC[C@H](COP(=O)(O)OC[C@H](CO)O)O